4-benzyloxyphenylethyl caprate (4-benzyloxyphenylethyl decanoate) C(C1=CC=CC=C1)OC1=CC=C(C=C1)CCC(C(=O)O)CCCCCCCC.O(C(=O)CCCCCCCCC)CCC1=CC=C(C=C1)OCC1=CC=CC=C1